C(CCCCCCC\C=C/CCCCCCCC)(=O)OC1=CC=C(C=C1)CC(=O)ON1C(CCC1=O)=O [4-[2-(2,5-Dioxopyrrolidin-1-yl)oxy-2-oxoethyl]phenyl] (Z)-octadec-9-enoate